1-(Triethoxysilylmethyl)-4-methylhexa-hydro-1,4-diazin-3-on C(C)O[Si](OCC)(OCC)CN1CC(N(CC1)C)=O